N-{[5-(cyclopropylmethoxy)-2-fluorophenyl]methyl}-5-{2-acetamidoimidazo[1,2-b]pyridazin-6-yl}-2-methoxypyridine-3-carboxamide C1(CC1)COC=1C=CC(=C(C1)CNC(=O)C=1C(=NC=C(C1)C=1C=CC=2N(N1)C=C(N2)NC(C)=O)OC)F